NC1=NC(=CC(=C1)N[C@H](C)CCC)CC1=C(C=C(C=C1)CN1CCCC1)Cl (R)-2-amino-6-(2-chloro-4-(pyrrolidin-1-ylmethyl)benzyl)-4-(pentan-2-ylamino)pyridin